15-oxabicyclo[9.3.1]pentadeca-11-ene C12CCCCCCCCCC(=CCC1)O2